O1COC2=C1C=CC(=C2)/C=C/C(=O)N2COC[C@@H]2C(C)C (S,E)-3-(3-(benzo[d][1,3]dioxolan-5-yl)acryloyl)-4-isopropyloxazolidine